C(CCCCCCCCCCC)(=O)N[C@@H](CCC(N)=O)C(=O)O N-dodecanoyl-L-glutamine